(S)-2-amino-3-(4-(5-(4-methoxy-3-nitrophenyl)-1,2,4-oxadiazol-3-yl)phenyl)propanoic acid N[C@H](C(=O)O)CC1=CC=C(C=C1)C1=NOC(=N1)C1=CC(=C(C=C1)OC)[N+](=O)[O-]